sulfur selenium [Se].[S]